(S)-6-chloro-8-methyl-N-(1,1,1-trifluoropropan-2-yl)imidazo[1,2-b]Pyridazine-3-carboxamide ClC=1C=C(C=2N(N1)C(=CN2)C(=O)N[C@H](C(F)(F)F)C)C